IC1=CC2=C(NC(C3N(C2=O)CCN(C3)C(C(N)C3=CC=CC=C3)=O)=O)C=C1 8-iodo-2-(phenylglycyl)-1,3,4,12a-tetrahydrobenzo[e]pyrazino[1,2-a][1,4]diazepine-6,12(2H,11H)-dione